(4aR,8aS)-6-[6-[[5-(trifluoromethyl)-2-pyridyl]methyl]-2-azaspiro[3.3]heptane-2-carbonyl]-4,4a,5,7,8,8a-hexahydropyrido[4,3-b][1,4]oxazin-3-one FC(C=1C=CC(=NC1)CC1CC2(CN(C2)C(=O)N2C[C@@H]3[C@@H](OCC(N3)=O)CC2)C1)(F)F